methyl hydroxyoctadecanoate (methyl hydroxystearate) CC(C(=O)O)(CCCCCCCCCCCCCCCC)O.OC(C(=O)OC)CCCCCCCCCCCCCCCC